NC1CC2(C1)CCN(CC2)CC2CCN(CC2)C2=C(C=C(C=C2)N(C2C(NC(CC2)=O)=O)C)F 3-((4-(4-((2-amino-7-azaspiro[3.5]nonan-7-yl)methyl)piperidin-1-yl)-3-fluorophenyl)(methyl)amino)piperidine-2,6-dione